2-ethyl-2-(((1-oxoisooctadecyl) oxy)methyl)-1,3-propanediyl bis(isooctadecanoate) C(CCCCCCCCCCCCCCC(C)C)(=O)OCC(COC(CCCCCCCCCCCCCCC(C)C)=O)(COC(CCCCCCCCCCCCCCC(C)C)=O)CC